molybdenum water O.[Mo]